C(CCCCCCCCCCC)C(CCCCOC(CCCC(=O)N(C)OC)=O)CCCCCCCCCCCC 5-(methoxy(methyl)amino)-5-oxopentanoic acid 5-dodecylheptadecyl ester